1-(10-(3-chloro-4-(pyridin-2-ylmethoxy)phenoxy)-2,3-dihydro-4H-[1,4]oxazino[2,3-f]quinazolin-4-yl)prop-2-en-1-one ClC=1C=C(OC2=NC=NC3=CC=C4C(=C23)OCCN4C(C=C)=O)C=CC1OCC1=NC=CC=C1